5-AMINO-2-FLUOROBENZALDEHYDE NC=1C=CC(=C(C=O)C1)F